C1=C(C=CC2=CC=CC=C12)C(C)=O 1-(naphthalen-2-yl)ethan-1-one